O=C1N(C(C2=CC=CC=C12)=O)C1COC(OC1)CN(C1=CC=C(C#N)C=C1)CC1=CC(=C(C=C1)OC)F 4-((((2r,5r)-5-(1,3-dioxoisoindolin-2-yl)-1,3-dioxan-2-yl)methyl)(3-fluoro-4-methoxybenzyl)amino)benzonitrile